5-[4-amino-5-(trifluoromethyl)pyrrolo[2,1-f][1,2,4]triazin-7-yl]-2,4-difluoro-N-[(3R,4S)-4-fluoro-1-[4,4,4-trifluoro-3-(trifluoromethyl)butanoyl]pyrrolidin-3-yl]benzamide NC1=NC=NN2C1=C(C=C2C=2C(=CC(=C(C(=O)N[C@@H]1CN(C[C@@H]1F)C(CC(C(F)(F)F)C(F)(F)F)=O)C2)F)F)C(F)(F)F